1-cyanomethyl-4-(2-((cyanomethyl)amino)ethyl)piperazine C(#N)CN1CCN(CC1)CCNCC#N